Cl.FC(COC1=NC=CC(=C1)CN)C [2-(2-fluoropropoxy)pyridin-4-yl]methylamine hydrochloride